C1(=CC=CC=C1)C1(CC=C(C[C@H](N)C(=O)O)C=C1)O p-phenyl-L-tyrosine